N-(5-Chloro-1H-pyrrolo[3,2-b]pyridin-3-yl)-5-(1-chloroprop-1-en-1-yl)-1H-benzo[d]imidazole-2-amine ClC1=CC=C2C(=N1)C(=CN2)NC2=NC1=C(N2)C=CC(=C1)C(=CC)Cl